(3S)-3-(3-bromo-4-cyano-5-[[3-(morpholin-4-yl)propyl]amino]pyrazol-1-yl)pyrrolidine-1-carboxylic acid tert-butyl ester C(C)(C)(C)OC(=O)N1C[C@H](CC1)N1N=C(C(=C1NCCCN1CCOCC1)C#N)Br